BrC1=C(N)C=C(C(=C1)I)C(C)OC 2-bromo-4-iodo-5-(1-methoxyethyl)aniline